2-(dimethylamino)ethyl 2-((4-amino-3,5-dichloro-6-fluoropyridin-2-yl)oxy)acetate NC1=C(C(=NC(=C1Cl)F)OCC(=O)OCCN(C)C)Cl